(3R)-3-[8-[4-[4-[3-[3-amino-6-(2-hydroxyphenyl)pyridazin-4-yl]pyrazol-1-yl]-1-piperidyl]cyclohexyl]-2,3-dihydro-1,4-benzoxazin-4-yl]piperidine-2,6-dione NC=1N=NC(=CC1C1=NN(C=C1)C1CCN(CC1)C1CCC(CC1)C1=CC=CC=2N(CCOC21)[C@H]2C(NC(CC2)=O)=O)C2=C(C=CC=C2)O